ClC=1C=CC(=C(C1)O)C=1C=2N(C(=NN1)N[C@H]1COCCC1)C=CC2 5-chloro-2-(4-{[(3R)-oxan-3-yl]amino}pyrrolo[1,2-d][1,2,4]triazin-1-yl)phenol